chlorodimethyl-pentafluoropropyl-silane Cl[Si](CC(C(F)(F)F)(F)F)(C)C